2-((4-(aminomethyl)piperidin-1-yl)sulfonyl)-N-methylacetamide NCC1CCN(CC1)S(=O)(=O)CC(=O)NC